COC(=O)C=1C=C2C(=NC1)NN=C2C#N 3-cyano-1H-pyrazolo[3,4-b]Pyridine-5-carboxylic acid methyl ester